3-((1-cyclopropyl-1H-1,2,4-triazol-3-yl)methyl)-6-(ethylsulfanyl)-1-(2,4,5-trifluorobenzyl)-1,3,5-triazine C1(CC1)N1N=C(N=C1)CN1CN(C(=NC1)SCC)CC1=C(C=C(C(=C1)F)F)F